3a,6,6,9a-tetramethyl-2,4,5,5a,7,8,9,9b-octahydro-1H-benzo[e][1]benzofuran CC12C(CCO1)C1(C(CC2)C(CCC1)(C)C)C